CC1=C(C=C(C=C1)C)N1C(=NC2=CC(=C(C=C2C1=O)I)F)CC 3-(2,5-dimethylphenyl)-2-ethyl-7-fluoro-6-iodoquinazolin-4(3H)-one